2-(4,4-difluorocyclohexyl)-6-((((S)-2-((S)-2,2-dimethylcyclopropane-1-carbonyl)-6-(1-(4-fluorobenzyl)-1H-pyrazole-4-carbonyl)-2,6-diazaspiro[3.4]octan-8-yl)methoxy)methyl)benzonitrile FC1(CCC(CC1)C1=C(C#N)C(=CC=C1)COC[C@@H]1CN(CC12CN(C2)C(=O)[C@@H]2C(C2)(C)C)C(=O)C=2C=NN(C2)CC2=CC=C(C=C2)F)F